O[C@H]1C[C@H](CCC1)NC(=O)C=1SC=2N=CC=C3N(C(NC1C23)=O)C2=CC=C(C=C2)OC2=CC=CC=C2 N-((1S,3R)-3-Hydroxycyclohexyl)-4-oxo-5-(4-phenoxyphenyl)-4,5-dihydro-3H-1-thia-3,5,8-triazaacenaphthylene-2-carboxamide